CC1(C(N(C2=NC=CC(=C21)C2=NN(C1=CC=CC=C21)C2(CN(CC2)C(=O)OC(C)(C)C)CO)C2OCCCC2)=O)C tert-butyl 3-[3-(3,3-dimethyl-2-oxo-1-tetrahydropyran-2-yl-pyrrolo[2,3-b]pyridin-4-yl)indazol-1-yl]-3-(hydroxymethyl)pyrrolidine-1-carboxylate